(2S)-2-amino-N-[(3S)-1-[3-(2-methoxy-3-pyridyl)pyrazolo[1,5-a]pyrimidin-5-yl]-3-pyrrolidinyl]-N,4-dimethylpentanamide N[C@H](C(=O)N(C)[C@@H]1CN(CC1)C1=NC=2N(C=C1)N=CC2C=2C(=NC=CC2)OC)CC(C)C